(E)-N-allyl-3-(3,7-dimethylocta-2,6-dien-1-yl)-2,4-dihydroxy-6-pentylbenzenesulfonamide C(C=C)NS(=O)(=O)C1=C(C(=C(C=C1CCCCC)O)C\C=C(\CCC=C(C)C)/C)O